N1=CNC2=C1C=CC=C2 benzo[1,2-d]imidazol